CCCCCCCCCCCCCCCCCC/C=C\OC[C@H](COP(=O)(O)OC[C@H](CO)O)O 1-(1Z-eicosenyl)-glycero-3-phospho-(1'-sn-glycerol)